7-(cyclohexen-1-yl)-N-[4-[(6,7-dimethoxy-1,5-naphthyridin-4-yl)oxy]phenyl]-6-methyl-8-oxo-3,4-dihydro-1H-pyrido[2,1-c][1,4]oxazine-9-carboxamide C1(=CCCCC1)C=1C(C(=C2COCCN2C1C)C(=O)NC1=CC=C(C=C1)OC1=CC=NC2=CC(=C(N=C12)OC)OC)=O